NCCOCCOCCSC1=C2CN(C(C2=CC=C1)=O)C1CNCCC1 3-(4-((2-(2-(2-aminoethoxy)ethoxy)ethyl)thio)-1-oxoisoindolin-2-yl)piperidine